(4Z)-2-(Cyclohexylamino)-4-(1H-indazol-5-ylmethylene)-1H-imidazol-5-one C1(CCCCC1)NC=1NC(/C(/N1)=C/C=1C=C2C=NNC2=CC1)=O